methyl 3-[N-(1-cyclopropylethyl) amino]-2-fluorobenzoate C1(CC1)C(C)NC=1C(=C(C(=O)OC)C=CC1)F